Cyclopropyl-2-[6-(2-fluoro-3-methyl-phenyl)pyrazolo[4,3-b]pyridin-1-yl]ethanone C1(CC1)C(CN1N=CC2=NC=C(C=C21)C2=C(C(=CC=C2)C)F)=O